tert-butyl 2-((6-(trifluoromethyl)pyridin-3-yl)oxy)-8-azaspiro[4.5]decane-8-carboxylate FC(C1=CC=C(C=N1)OC1CC2(CC1)CCN(CC2)C(=O)OC(C)(C)C)(F)F